3-Chloro-7-(2-((3aS,4R,6aR)-4-(4-chloro-7H-pyrrolo[2,3-d]pyrimidin-7-yl)-6a-ethyl-2,2-dimethyl-3a,6a-dihydro-4H-cyclopenta[d][1,3]dioxol-6-yl)ethyl)-5-fluoroquinolin-2-amine ClC=1C(=NC2=CC(=CC(=C2C1)F)CCC1=C[C@H]([C@H]2[C@@]1(OC(O2)(C)C)CC)N2C=CC1=C2N=CN=C1Cl)N